4-chloro-N-(3-methyl-5-(phenylethynyl)pyridin-2-yl)-1-(tetrahydro-2H-pyran-4-yl)-1H-pyrazole-3-carboxamide ClC=1C(=NN(C1)C1CCOCC1)C(=O)NC1=NC=C(C=C1C)C#CC1=CC=CC=C1